C[C@@H]1CN(CCC1)CC1=CC(=C2CNC(C2=C1)=O)C(F)(F)F 6-{[(3S)-3-methylpiperidin-1-yl]methyl}-4-(trifluoromethyl)-3H-isoindol-1-one